(S)-7-chloro-6-fluoro-1-(2-isopropyl-4-methylpyridin-3-yl)-4-(2-methyl-4-((2,3,4,5-tetrafluoro-6-(fluoromethoxy)phenyl)sulfonyl)piperazin-1-yl)pyrido[2,3-d]pyrimidin-2(1H)-one ClC=1C(=CC2=C(N(C(N=C2N2[C@H](CN(CC2)S(=O)(=O)C2=C(C(=C(C(=C2OCF)F)F)F)F)C)=O)C=2C(=NC=CC2C)C(C)C)N1)F